CN(CCCN(S(=O)(=O)CCCCCCCCCCC)C(CC(=O)OC)CCCCCCCCC)C methyl 3-{N-[3-(dimethylamino)propyl]undecane-1-sulfonamido}dodecanoate